5α-Pregnane-3α,20α-diol C[C@@H]([C@H]1CC[C@@H]2[C@@]1(CC[C@H]3[C@H]2CC[C@@H]4[C@@]3(CC[C@H](C4)O)C)C)O